C(C)OC(/C=C/C1(CC1)C1CCN(CC1)C(=O)OC(C)(C)C)=O tert-butyl (E)-4-(1-(3-ethoxy-3-oxoprop-1-en-1-yl)cyclopropyl)piperidine-1-carboxylate